[7-(2-Aminopyridin-4-yl)-1,2,3,4-tetrahydroacridin-9-yl]piperidine-4-carboxylic acid NC1=NC=CC(=C1)C1=CC=C2N=C3CCCCC3=C(C2=C1)N1CCC(CC1)C(=O)O